(S)-N-(8-cyano-5-methyl-4-oxo-2,3,4,5-tetrahydrobenzo[b][1,4]oxazepin-3-yl)-1-(4-cyanophenyl)-6-methyl-4-oxo-1,4-dihydropyridazine-3-carboxamide C(#N)C=1C=CC2=C(OC[C@@H](C(N2C)=O)NC(=O)C2=NN(C(=CC2=O)C)C2=CC=C(C=C2)C#N)C1